FC(C1=NN=C(O1)C=1C=CC(=NC1)CN(C(=O)N1[C@@H]2CN([C@H](C1)C2)C2CSC2)C2=CC=CC=C2)F (1S,4S)-N-[[5-[5-(difluoromethyl)-1,3,4-oxadiazol-2-yl]-2-pyridinyl]methyl]-N-phenyl-5-(thietan-3-yl)-2,5-diazabicyclo[2.2.1]heptane-2-carboxamide